(5-bromo-4-methylpyridin-2-yl)(morpholino)methanone BrC=1C(=CC(=NC1)C(=O)N1CCOCC1)C